O[C@@H](CNC(NC=1C=C2C(=C(C(=NC2=CC1)C1=CC=CC=C1)C)C(=O)NCC=1C=NN(C1)C)=O)CC (R)-6-(3-(2-hydroxybutyl)ureido)-3-methyl-N-((1-methyl-1H-pyrazol-4-yl)methyl)-2-phenylquinoline-4-carboxamide